2-(1-isopropyl-4-oxo-4,6,7,8-tetrahydro-3H-cyclopenta[4,5]thieno[2,3-d]pyridazin-3-yl)acetic acid C(C)(C)C=1C2=C(C(N(N1)CC(=O)O)=O)SC1=C2CCC1